azobis(2-amidino-propane) dihydrochloride Cl.Cl.N(=NCC(C)C(N)=N)CC(C)C(N)=N